N2-(2-(1-(Cyclopropylsulfonyl)-1H-pyrazol-4-yl)pyrimidin-4-yl)-5-(5-(difluoromethoxy)pyrazin-2-yl)-N4-isopropylpyridine-2,4-diamine C1(CC1)S(=O)(=O)N1N=CC(=C1)C1=NC=CC(=N1)NC1=NC=C(C(=C1)NC(C)C)C1=NC=C(N=C1)OC(F)F